C(CCC)(=O)O.C(CCC)(=O)O.N[C@@H](CCCN)C(=O)O ornithine dibutyrate